6-chloro-N-(1-methyl-3-(trifluoromethyl)-1H-pyrazol-5-yl)nicotinamide ClC1=NC=C(C(=O)NC2=CC(=NN2C)C(F)(F)F)C=C1